COCCN(C(CNC(\C=C\C1=CC=C(C=C1)C(F)(F)F)=O)=O)CC(=O)N(C)CCOC (E)-N-[2-[2-methoxyethyl-[2-[2-methoxyethyl(methyl)amino]-2-oxoethyl]amino]-2-oxoethyl]-3-[4-(trifluoromethyl)phenyl]prop-2-enamide